CC1NC(OC1)=O 4-methyl-oxazolidin-2-one